2-(Pentyloxy)-2-cyclopenten-1-one C(CCCC)OC=1C(CCC1)=O